2-methanesulfonyl-4-trifluoromethylbenzoic acid (1,3-dimethylpyrazole-5-yl) ester CN1N=C(C=C1OC(C1=C(C=C(C=C1)C(F)(F)F)S(=O)(=O)C)=O)C